1-((3S,4R)-4-(3,4-difluorophenyl)-1-(2-methoxyethyl)pyrrolidin-3-yl)-3-(2-phenyl-2,4,5,6-tetrahydrocyclopenta[c]pyrazol-3-yl)urea FC=1C=C(C=CC1F)[C@H]1[C@@H](CN(C1)CCOC)NC(=O)NC1=C2C(=NN1C1=CC=CC=C1)CCC2